ClC=1C(=C(C=CC1F)[C@@H](NC(=O)N1[C@@H](C(NCC1)=O)C)C1=CN=C(S1)OC(F)F)F |o1:8| (2R)-N-((R or S)-(3-chloro-2,4-difluorophenyl)(2-(difluoromethoxy)thiazol-5-yl)methyl)-2-methyl-3-oxopiperazine-1-carboxamide